N(=[N+]=[N-])CC1=CN=C(S1)C1CCC2(OCCO2)CC1 5-(azidomethyl)-2-(1,4-dioxaspiro[4.5]decan-8-yl)thiazole